rel-(4R)-8-(difluoromethoxy)-6-[6-(1-ethylpyrazol-4-yl)-4-methoxy-2-methyl-indazol-3-yl]-4-methyl-3,4-dihydro-2H-isoquinolin-1-one FC(OC=1C=C(C=C2[C@H](CNC(C12)=O)C)C=1N(N=C2C=C(C=C(C12)OC)C=1C=NN(C1)CC)C)F |o1:8|